methyl-4-(2-(2-(2-ethoxyphenyl)-5-methyl-4-oxo-7-propylimidazo[5,1-f][1,2,4]triazin-1(4H)-yl)ethyl)benzoate COC(C1=CC=C(C=C1)CCN1N2C(C(N=C1C1=C(C=CC=C1)OCC)=O)=C(N=C2CCC)C)=O